C(=C)S(=O)(=O)CCCCS(=O)(=O)C=C 1,4-bis(vinylsulfonyl)-butane